FC1=CC(=C(C=N1)N1CCC(CC1)C1=CC=2C(=NC=CN2)N(C1=O)CC1=C(C=CC=C1)C(F)(F)F)C 7-(1-(6-fluoro-4-methylpyridin-3-yl)piperidin-4-yl)-5-(2-(trifluoromethyl)benzyl)-pyrido[2,3-b]pyrazin-6(5H)-one